1-trichlorosilyl-2,2,4,4,6,6-hexamethylcyclotrisilazane Cl[Si](N1[Si](N[Si](N[Si]1(C)C)(C)C)(C)C)(Cl)Cl